N-{2-Chloro-4-[(5-chloro-thiophen-2-ylmethyl)-(methyl)amino]-phenyl}-2-(4-methoxy-phenyl)-acetamide ClC1=C(C=CC(=C1)N(C)CC=1SC(=CC1)Cl)NC(CC1=CC=C(C=C1)OC)=O